1-(difluoromethoxy)-5-(piperazin-1-ylsulfonyl)isoquinoline FC(OC1=NC=CC2=C(C=CC=C12)S(=O)(=O)N1CCNCC1)F